C(C1=CC=CC=C1)C1=NC(=NN1)C(=O)N[C@@H]1C(N(C2=C(OC1)C=CC(=C2)C#CCCOC2=CC=C1C=CC=NC1=C2)C)=O (S)-5-benzyl-N-(5-methyl-4-oxo-7-(4-(quinolin-7-yloxy)but-1-yn-1-yl)-2,3,4,5-tetrahydrobenzo[b][1,4]oxazepin-3-yl)-1H-1,2,4-triazole-3-carboxamide